FC=1C(=C(C=C(C1)CC(C)C)N1CC(N(C(C1)C)CC=1N=NC=CC1)C)C=1N=NNN1 3-[[4-[3-fluoro-5-isobutyl-2-(2H-tetrazol-5-yl)phenyl]-2,6-dimethyl-piperazin-1-yl]methyl]pyridazine